C(C=C)(=O)N1C[C@@H](N(C[C@H]1C)C=1C2=C(N(C(N1)=O)C=1C(=NC=CC1F)C(C)C)CN(CC2)C2=C(C=CC=C2OC)F)C 4-((2s,5r)-4-propenoyl-2,5-dimethylpiperazin-1-yl)-1-(4-fluoro-2-isopropylpyridin-3-yl)-7-(2-fluoro-6-methoxyphenyl)-5,6,7,8-tetrahydropyrido[3,4-d]pyrimidin-2(1H)-one